C(C1CO1)N1C(C=2C(C1=O)=CC=CC2)=O N-glycidyl-phthalimide